FC=1C=C(C=CC1C)C=1NC(C=2N(C1)N=C(C2C(F)(F)F)C(=O)O)=O 6-(3-Fluoro-4-methylphenyl)-4-oxo-3-(trifluoromethyl)-4,5-dihydropyrazolo[1,5-a]pyrazine-2-carboxylic acid